thiobis[2-(1,1-dimethylethyl)-5-methyl-4,1-phenylene] bis[3-(dodecylthio) propionate] C(CCCCCCCCCCC)SCCC(=O)OC1=C(C=C(C(=C1)C)SC1=CC(=C(C=C1C)OC(CCSCCCCCCCCCCCC)=O)C(C)(C)C)C(C)(C)C